NC=1C=C(C=C2C=C(N=CC12)NC(=O)[C@H]1[C@@H](C1)C#N)N1C(OC(C1)(C)C)=O trans-N-(8-amino-6-(5,5-dimethyl-2-oxooxazolidin-3-yl)isoquinolin-3-yl)-2-cyanocyclopropane-1-carboxamide